ClC=1C(=NC=CC1C1=C(C(=CC=C1)C1=NC(=C(C=C1)C=O)OC)Cl)C=1C=C2CCN(CC2=C(C1)OC)C1C(N(CC1)CC(=O)OC(C)(C)C)=O tert-Butyl 2-(3-(6-(3-chloro-4-(2-chloro-3-(5-formyl-6-methoxypyridin-2-yl)phenyl)pyridin-2-yl)-8-methoxy-3,4-dihydroisoquinolin-2(1H)-yl)-2-oxopyrrolidin-1-yl)acetate